FC(C(=O)O)(F)F.N(C(=N)N)CC1=NC2=C(C=CC=C2C=C1)NS(=O)(=O)C1=CC=C(C=C1)C(F)(F)F N-(2-(Guanidinomethyl)quinolin-8-yl)-4-(trifluoromethyl)benzenesulfonamide trifluoroacetate